FC1=C(OC2=CC=C(C(=O)N)C=C2)C=CC(=C1)CN1C(COCC1)C=1C(=NN(C1)C)OC 4-(2-fluoro-4-{[3-(3-methoxy-1-methyl-1H-pyrazol-4-yl)morpholin-4-yl]Methyl}phenoxy)benzamide